(2-((5-chloro-4-fluoro-2,3-dihydro-1H-inden-2-yl)amino)pyrimidin-5-yl)(6-oxa-1-azaspiro[3.3]heptan-1-yl)methanone ClC=1C(=C2CC(CC2=CC1)NC1=NC=C(C=N1)C(=O)N1CCC12COC2)F